NC=1C(=NN(C1C)C1=CC(=NC=N1)N(C(OC(C)(C)C)=O)C1=C(C(=NN1CC1CC1)C1=CC=C(C=C1)F)C)C tert-butyl [6-(4-amino-3,5-dimethyl-1H-pyrazol-1-yl)pyrimidin-4-yl][1-(cyclopropylmethyl)-3-(4-fluorophenyl)-4-methyl-1H-pyrazol-5-yl]carbamate